C(C)(C)(C)NC(C(C1=COC=C1)N(C(=O)C=1SC=CC1)C1=CC=C(C=C1)OC1=CC=C(C=C1)C)=O N-(2-(tert-butylamino)-1-(furan-3-yl)-2-oxoethyl)-N-(4-(p-tolyloxy)phenyl)thiophene-2-carboxamide